C(C)(C)(C)C1=NC=C(C=N1)C1=C(C(=O)N)C=C(C=C1)OCCOC (2-tert-butylpyrimidin-5-yl)-5-(2-methoxyethoxy)benzamide